4-(gamma-glutamyl-amino)butyric acid N[C@@H](CCC(=O)NCCCC(=O)O)C(=O)O